4-oxo-4-(7-(4-(trifluoro-methyl)phenoxy)-3,4-dihydroisoquinolin-2(1H)-yl)butanenitrile O=C(CCC#N)N1CC2=CC(=CC=C2CC1)OC1=CC=C(C=C1)C(F)(F)F